OC1=C(N(S(C2=C1C=CC=C2)(=O)=O)C)C(=O)NN 4-hydroxy-2-methyl-2H-1,2-benzothiazine-3-formhydrazide-1,1-dioxide